dimethylphosphinoylaniline CP(=O)(C)NC1=CC=CC=C1